COC(C1=CC(=CC(=C1)COC)OC)=O 3-Methoxy-5-(methoxymethyl)benzoic acid methyl ester